7-((5S)-1-(4-amino-7-chloro-1-methyl-1H-pyrazolo[4,3-c]quinoline-8-carbonyl)-5-methylpiperidin-2-yl)spiro[benzo[b][1,4]oxazine-2,1'-cyclopropane]-3(4H)-one NC1=NC=2C=C(C(=CC2C2=C1C=NN2C)C(=O)N2C(CC[C@@H](C2)C)C=2C=CC1=C(OC3(CC3)C(N1)=O)C2)Cl